C(C)C1=C(C(=CC=C1)C)/N=C(\C)/C1=CC=CC=C1 (E)-N-(2-ethyl-6-methylphenyl)-1-phenylethane-1-imine